C(C)OC(=O)C1CCC(CC1)C1=NC=CC=C1 4-(pyridin-2-yl)cyclohexane-1-carboxylic acid ethyl ester